C(C(=C)C)(=O)OCCP(O)(=O)CCOC(C(=C)C)=O bis(β-methacryloyloxyethyl)phosphinic acid